1-(5-((3-benzhydryl-2-oxoimidazolidin-1-yl)methyl)-1-oxoisoindolin-2-yl)dihydropyrimidine-2,4(1H,3H)-dione C(C1=CC=CC=C1)(C1=CC=CC=C1)N1C(N(CC1)CC=1C=C2CN(C(C2=CC1)=O)N1C(NC(CC1)=O)=O)=O